O1C(=NC=C1)CN1C=NC2=C1C=C(C=C2)C(=O)O 1-(1,3-oxazol-2-ylmethyl)-1H-benzimidazole-6-carboxylic acid